NC1=C(C=C(C(=C1)OC)OC)CC 1-(2-amino-4,5-dimethoxyphenyl)ethane